O1CNS(CC1)(=O)=O 1,4,3-oxathiazinane 4,4-dioxide